C1(=CC=CC=C1)S(=O)(=O)C(C(=O)C1=CC=C(C#N)C=C1)SC1=CC=CC=C1 4-(2-(benzenesulfonyl)-2-(phenylthio)acetyl)benzonitrile